4-((3-(1-(5,8-dioxaspiro[3.4]octan-1-yl)-1H-pyrazol-4-yl)-2-methoxyphenyl)amino)-6-(2,2-difluorocyclopropane-1-carboxamido)nicotinamide C1(CCC12OCCO2)N2N=CC(=C2)C=2C(=C(C=CC2)NC2=CC(=NC=C2C(=O)N)NC(=O)C2C(C2)(F)F)OC